N1C(=NC2=C1C=CC=C2)CNC2=NN(C1=NC(=CN=C12)C1CC1)C(C)CCOC (-)-N-[(1H-benzimidazol-2-yl)methyl]-6-cyclopropyl-1-[4-methoxybutan-2-yl]-1H-pyrazolo[3,4-b]pyrazin-3-amine